1-(9Z-nonadecenoyl)-2-(6Z,9Z,12Z-octadecatrienoyl)-glycero-3-phosphoserine CCCCCCCCC/C=C\CCCCCCCC(=O)OC[C@H](COP(=O)(O)OC[C@@H](C(=O)O)N)OC(=O)CCCC/C=C\C/C=C\C/C=C\CCCCC